methyl (S,E)-(7-amino-1-((1-((5-fluoro-1H-indol-2-yl)methyl)-2-oxo-1,2-dihydropyridin-3-yl)amino)-1,7-dioxohept-5-en-2-yl)carbamate NC(/C=C/CC[C@@H](C(=O)NC=1C(N(C=CC1)CC=1NC2=CC=C(C=C2C1)F)=O)NC(OC)=O)=O